C([2H])([2H])([2H])N(CCOC=1C=CC(=C(C(=O)N[C@H](C)C2=CC(=CC(=C2)C=2C=NN(C2)CCOC)C2=NN(C=C2)CC)C1)C)C([2H])([2H])[2H] (R)-5-(2-(bis(methyl-d3)amino)ethoxy)-N-(1-(3-(1-ethyl-1H-pyrazol-3-yl)-5-(1-(2-methoxyethyl)-1H-pyrazol-4-yl)phenyl)ethyl)-2-methylbenzamide